O.O.O.[O-]C#N.[K+] potassium cyanate trihydrate